C(C)(=O)N1CC2=CC(=CC(=C2CC1)[C@H]1N(CCC1)C(=O)OC(C)(C)C)Cl tert-butyl (S)-2-(2-acetyl-7-chloro-1,2,3,4-tetrahydroisoquinolin-5-yl)pyrrolidine-1-carboxylate